1-(2-fluoro-5-(trifluoromethoxy)phenyl)-3,3-dimethyl-5-vinylindolin-2-one FC1=C(C=C(C=C1)OC(F)(F)F)N1C(C(C2=CC(=CC=C12)C=C)(C)C)=O